C(C1=CC=CC=C1)OC=1C=C2CCNC(C2=CC1OC)/C=C/C=1C(=CC(=C(OCC2CCC(N(C2)C)=O)C1)OC)C 5-[(5-{(E)-2-[6-(benzyloxy)-7-methoxy-1,2,3,4-tetrahydroisoquinolin-1-yl]ethenyl}-2-methoxy-4-methylphenoxy)methyl]-1-methylpiperidin-2-one